5-(4-{2-[4-(3-{4-chloro-3-cyclopropyl-1H-pyrrolo[2,3-b]pyridin-3-yl}phenyl)-3-oxopiperazin-1-yl]ethyl}piperidin-1-yl)-2-(2,6-dioxopiperidin-3-yl)-6-fluoroisoindole-1,3-dione ClC1=C2C(=NC=C1)NCC2(C2CC2)C=2C=C(C=CC2)N2C(CN(CC2)CCC2CCN(CC2)C=2C=C1C(N(C(C1=CC2F)=O)C2C(NC(CC2)=O)=O)=O)=O